N-hydroxy-3-(4-(4-methylpiperazin-1-yl)phenyl)benzo[c]isoxazole-5-carboxamide ONC(=O)C1=CC=2C(=NOC2C2=CC=C(C=C2)N2CCN(CC2)C)C=C1